2-[2-[3-[Ethyl(methyl)amino]phenyl]-1-piperidyl]-2-oxo-acetamide C(C)N(C=1C=C(C=CC1)C1N(CCCC1)C(C(=O)N)=O)C